C(C)NC1=C2C(=NC(=N1)NC1=C3C=NN(C3=C(C=C1)F)CC(C)(O)C)N(N=C2C)COCC[Si](C)(C)C 1-[4-[[4-(ethylamino)-3-methyl-1-(2-trimethylsilylethoxymethyl)pyrazolo[3,4-d]pyrimidin-6-yl]amino]-7-fluoro-indazol-1-yl]-2-methyl-propan-2-ol